(E)-N-(4-(benzylamino)-4-oxobut-2-en-2-yl)-N,N-dimethyldodecan-1-aminium chloride [Cl-].C(C1=CC=CC=C1)NC(/C=C(\C)/[N+](CCCCCCCCCCCC)(C)C)=O